2-(azetidin-3-yl)vinylsulfonamide N1CC(C1)C=CS(=O)(=O)N